2-(4-cyclopropyl-6-methoxypyrimidin-5-yl)-8-isopropyl-9-(4-(1-isopropyl-4-(trifluoromethyl)-1H-imidazol-2-yl)benzyl)-9H-purine C1(CC1)C1=NC=NC(=C1C1=NC=C2N=C(N(C2=N1)CC1=CC=C(C=C1)C=1N(C=C(N1)C(F)(F)F)C(C)C)C(C)C)OC